Peroxynitrous acid N(=O)OO